OCN1N=C(C=C1)C(=O)O 1-(HYDROXYMETHYL)-1H-PYRAZOLE-3-CARBOXYLIC ACID